FC=1C(=C(C=CC1F)[C@H]1[C@@H](O[C@]([C@H]1C)(C(F)(F)F)C)C(=O)O)OCC1COC1 (2R,3S,4S,5R)-3-[3,4-difluoro-2-(oxetan-3-ylmethoxy)phenyl]-4,5-dimethyl-5-(trifluoromethyl)tetrahydrofuran-2-carboxylic acid